FC1(CC(C1)CO[C@@H]1CN(CCC1)C1CCN(CC1)C=1SC(=CN1)C(=O)NCC1=NC=C(C=C1F)F)F 2-{(3S)-3-[(3,3-Difluorocyclobutyl)methoxy][1,4'-Bipiperidinyl]-1'-yl}-N-[(3,5-Difluoropyridin-2-yl)methyl]-1,3-thiazole-5-carboxamide